2-(3-chloro-2,6-difluorophenyl)-2-(4-fluoro-bicyclo[2.2.1]hept-1-yl)ethan-1-ol ClC=1C(=C(C(=CC1)F)C(CO)C12CCC(CC1)(C2)F)F